1,3,4-triethoxymethyl-tetrahydro-imidazo[4,5-d]imidazole-2,5-dione C(C)OCN1C(N(C2C1NC(N2COCC)=O)COCC)=O